S(=O)(=O)(OCF)OCC(F)(F)F (fluoromethyl) (2,2,2-trifluoroethyl) sulfate